CSC1=CC=C(C(=O)O)C=C1 p-methylmercaptobenzoic acid